mercaptopropyl glycidyl ether C(C1CO1)OCCCS